[N+](#[C-])C1CNCCC1 3-isocyanopiperidine